[Li].ClCCC[Si](OCC)(OCC)OCC γ-chloropropyl-triethoxysilane lithium